FC(C(=O)[O-])(F)F.C1(=CC=CC=C1)C1=NN=C(O1)C1=CC=[N+](C=C1)CCO 2-[4-(5-phenyl-1,3,4-oxadiazol-2-yl)pyridin-1-ium-1-yl]ethanol 2,2,2-trifluoroacetate